ClC1=C(C=C(C=C1)F)[C@@H]1NC(C=2C1=C(C=C1CN(C(NC21)=O)CC(F)F)NC(C2=CC(=CC(=C2)C(F)(F)F)F)=O)=O (R)-N-(7-(2-chloro-5-fluorophenyl)-3-(2,2-difluoroethyl)-2,9-dioxo-2,3,4,7,8,9-hexahydro-1H-pyrrolo[3,4-H]quinazolin-6-yl)-3-fluoro-5-(trifluoromethyl)benzamide